CCC(CCCC(C)=O)C 7,6-dimethylheptanone